(1aR,5aR)-2-(2,4-Difluoro-phenyl)-1a,2,5,5a-tetrahydro-1H-2,3-diaza-cyclopropa[a]pentalene-4-carboxylic acid (1,1-bis-hydroxymethyl-propyl)-amide OCC(CC)(CO)NC(=O)C=1C=2C[C@@H]3[C@H](C2N(N1)C1=C(C=C(C=C1)F)F)C3